NCC1=NNC(C2=C(C=C(C=C12)C1=C(N(N=C1)C)C1=C(C=2C=C(C=NC2C=C1F)Cl)C#N)Cl)=O (P)-6-[4-[4-(aminomethyl)-8-chloro-1-oxo-2H-phthalazin-6-yl]-2-methyl-pyrazol-3-yl]-3-chloro-7-fluoro-quinoline-5-carbonitrile